ClC=1C(=CC2=C(C[C@@](O2)([C@H]2NCCC2)C2=CC=CC=C2)C1C1=C(C(=NC=C1C(=O)N)O[C@@H]1C[C@@H](CC1)O)F)F 4-((S)-5-chloro-6-fluoro-2-phenyl-2-((S)-pyrrolidin-2-yl)-2,3-dihydrobenzofuran-4-yl)-5-fluoro-6-(((1S,3R)-3-hydroxycyclopentyl)oxy)nicotinamide